CC([C@@H](C(=O)OC(C)(C)C)N(C(=O)[C@@H]1C[C@@H](C1)C#CC(F)(F)F)C)C cis-tert-butyl (2S)-3-methyl-2-[methyl-[3-(3,3,3-trifluoroprop-1-ynyl)cyclobutanecarbonyl]amino]butanoate